(3S,4R)-4-(2-(2-chlorophenyl)-5,7-dihydroxy-4-oxo-4H-chromen-8-yl)-1-methylpiperidin-3-yl 2-fluorobenzoate FC1=C(C(=O)O[C@@H]2CN(CC[C@@H]2C=2C(=CC(=C3C(C=C(OC23)C2=C(C=CC=C2)Cl)=O)O)O)C)C=CC=C1